2-chloro-8-(methoxymethyl)-8-(trifluoromethyl)-7,8-dihydro-6H-pyrazolo[1,5-a]pyrrolo[2,3-e]pyrimidine ClC1=NN2C(N=CC3=C2C(CN3)(C(F)(F)F)COC)=C1